C12(CC(C1)C2)C(=C(C(NC2=CC=C1C(=C2)NC(C12CCOCC2)=O)=O)NC(=O)C=2N(N=CC2)C)C N-{2-(bicyclo[1.1.1]pentan-1-yl)-1-[(2-oxospiro[indoline-3,4'-tetrahydropyran]-6-yl)-carbamoyl]prop-1-enyl}-2-methylpyrazole-3-carboxamide